Thiazolo[4,5-d]pyridazine-2-carboxylic acid ethyl ester C(C)OC(=O)C=1SC2=C(C=NN=C2)N1